O[C@@H]1CN(C[C@H]1N1N=NC(=C1)C=1C=NC=CC1)C(=O)OC(C)(C)C tert-butyl trans-3-hydroxy-4-(4-(pyridin-3-yl)-1H-1,2,3-triazol-1-yl)pyrrolidine-1-carboxylate